4-(3-chlorophenyl)-N-((2-(2,6-dioxopiperidin-3-yl)-1-oxoisoindolin-5-yl)methyl)-1H-pyrrole-2-carboxamide ClC=1C=C(C=CC1)C=1C=C(NC1)C(=O)NCC=1C=C2CN(C(C2=CC1)=O)C1C(NC(CC1)=O)=O